C(CCCCC(=O)OCCCCCCC)(=O)OCC(COC(CC(CCCCCCC)CCC)=O)(COC(CC(CCCCCCC)CCC)=O)COC(CCCN(CC)CC)=O 2-({[4-(Diethylamino)butanoyl]oxy}methyl)-3-[(3-propyldecanoyl)oxy]-2-{[(3-propyldecanoyl)oxy]methyl}propyl heptyl hexanedioate